[1-[1-[2-chloro-4-[[5-[4-(cyanomethoxy)-2,3-difluoro-phenyl]-1-methyl-imidazole-2-carbonyl]amino]benzoyl]piperidine-4-carbonyl]azetidin-3-yl]-trimethyl-ammonium ClC1=C(C(=O)N2CCC(CC2)C(=O)N2CC(C2)[N+](C)(C)C)C=CC(=C1)NC(=O)C=1N(C(=CN1)C1=C(C(=C(C=C1)OCC#N)F)F)C